NC=1N=C(C2=C(N1)C=CN(C2=O)CC2=CC=C(C=C2)OCCN2CCCC2)NCCCC 2-amino-4-(butylamino)-6-(4-(2-(pyrrolidin-1-yl)ethoxy)benzyl)pyrido[4,3-d]pyrimidin-5(6H)-one